5-amino-N-(4-(bis(5-amino-2-methylphenyl)methyl)phenyl)-2-methylbenzenesulfonamide NC=1C=CC(=C(C1)S(=O)(=O)NC1=CC=C(C=C1)C(C1=C(C=CC(=C1)N)C)C1=C(C=CC(=C1)N)C)C